F[C@H]1CN(CC[C@@H]1OS(=O)(=O)C)C(=O)OC(C)(C)C tert-butyl (3S,4S)-3-fluoro-4-methylsulfonyloxy-piperidine-1-carboxylate